C1=CC=C2C(=C1)C=CC=C2S(=O)(=O)[O-] Naphthalenesulfonate